methyl 5-(hydroxymethyl)-2-methoxy-benzoate OCC=1C=CC(=C(C(=O)OC)C1)OC